7-chloro-3H-pyrazolo[3,4-c][2,6]naphthyridine ClC=1N=CC=2C3=C(N=CC2C1)NN=C3